tert-butyl (3-(1-(2,6-dioxopiperidin-3-yl)-3-methyl-2-oxo-2,3-dihydro-1H-benzo[d]imidazol-5-yl)prop-2-yn-1-yl)(methyl)carbamate O=C1NC(CCC1N1C(N(C2=C1C=CC(=C2)C#CCN(C(OC(C)(C)C)=O)C)C)=O)=O